CN(C)CC1(C(C1)(F)F)CO [1-[(dimethylamino)methyl]-2,2-difluoro-cyclopropyl]methanol